3-(4-tolylthio)phenol C1(=CC=C(C=C1)SC=1C=C(C=CC1)O)C